F[C@@]12[C@@H](CNCC1)CN(C2=O)C=2C(=C(C(=O)O)C(=CC2)C)C 3-((3aS,7aR)-7a-fluoro-1-oxooctahydro-2H-pyrrolo[3,4-c]pyridin-2-yl)-2,6-dimethylbenzoic acid